1-methyl-4,5,6,7-tetrahydro-1H-imidazo[4,5-c]pyridine-2-carboxylic acid hydrochloride Cl.CN1C(=NC=2CNCCC21)C(=O)O